ClC=1C=C(C=C(C1)F)CNC(=O)C1=C(OC=2N=CN=C(C21)NC2(CC2)C)C N-[(3-chloro-5-fluorophenyl)methyl]-6-methyl-4-[(1-methylcyclopropyl)amino]furo[2,3-d]pyrimidine-5-carboxamide